2-methyl-undecyl-2-methyl-linoleate CC(COC(C(CCCCCC\C=C/C\C=C/CCCCC)C)=O)CCCCCCCCC